2-methylbenzothiole CC=1SC2=C(C1)C=CC=C2